ClC=1C=CC2=C(S(C=C(N2)C)=O)C1 7-chloro-3-methyl-4H-benzo[b][1,4]thiazine 1-oxide